2-(2-chloro-N-(2-((5-chloro-2-(4-chloro-1H-1,2,3-triazol-1-yl)phenyl)amino)-2-oxoethyl)acetamido)-3-(p-tolyl)propanoic acid tert-butyl ester C(C)(C)(C)OC(C(CC1=CC=C(C=C1)C)N(C(CCl)=O)CC(=O)NC1=C(C=CC(=C1)Cl)N1N=NC(=C1)Cl)=O